[Br].C1=CC=CC=2OC3=CC=CC=C3CC12 XANTHENE BROMINE